cetyltrimethylbenzene ammonium chloride [Cl-].[NH4+].C(CCCCCCCCCCCCCCC)C1=C(C(=C(C=C1)C)C)C